N-(4-(5-acetyl-2-(4-fluorophenyl)-4,5,6,7-tetrahydropyrazolo[1,5-a]pyrazin-3-yl)pyridin-2-yl)-1-(4-fluorophenyl)cyclopropane-1-carboxamide C(C)(=O)N1CC=2N(CC1)N=C(C2C2=CC(=NC=C2)NC(=O)C2(CC2)C2=CC=C(C=C2)F)C2=CC=C(C=C2)F